S(Cl)Cl.[Ga].[Mg].[Cs] cesium magnesium gallium sulfur chloride